COC1=CC=C(CN(C2=CC(=C(C(=N2)C2=C(C=C3C(=NC(=NC3=C2F)OCC=O)N2[C@H](CN(CC2)C(=O)OC(C)(C)C)C)Cl)C(F)(F)F)C)CC2=CC=C(C=C2)OC)C=C1 tert-butyl (3S)-4-(7-(6-(bis(4-methoxybenzyl)amino)-4-methyl-3-(trifluoromethyl)pyridin-2-yl)-6-chloro-8-fluoro-2-(2-oxoethoxy)quinazolin-4-yl)-3-methylpiperazine-1-carboxylate